C(C=C)(=O)N1C[C@@H](N(C[C@H]1C)C1=NC(=NC2=C(C(=C(C=C12)Cl)C1=C(C=CC=2NC(NC21)=O)C)F)N2CC(C2)N(C)C)C 4-(4-((2S,5R)-4-acryloyl-2,5-dimethylpiperazin-1-yl)-6-chloro-2-(3-(dimethylamino)azetidin-1-yl)-8-fluoroquinazolin-7-yl)-5-methyl-1H-benzo[d]imidazol-2(3H)-one